C(C1=CC=CC=C1)NC(N)=O 3-benzylurea